C(C)(C)(C)OC([C@H](COC1N(N(C2=CC=CC=C12)C)[C@H]1CN(CC1)C(=O)OC(C)(C)C)ON1C(C2=CC=CC=C2C1=O)=O)=O ((S)-3-(tert-butoxy)-2-((1,3-dioxoisoindolin-2-yl)oxy)-3-oxopropanOxy)-2-((R)-1-(tert-butoxycarbonyl)pyrrolidin-3-yl)-1-methyl-2H-indazol